(E)-N-(2,3-Dihydro-1H-inden-1-yl)-3-(1H-indazol-6-yl)acrylamid C1(CCC2=CC=CC=C12)NC(\C=C\C1=CC=C2C=NNC2=C1)=O